ClC=1C(=NC=C(C(=O)N(C)[C@@H]2C=3C4=C(C(NC3CN(C2)C(=O)OC(C)(C)C)=O)C=C(C(=C4)F)F)C1)C(F)(F)F |r| Racemic-tert-butyl 1-(5-chloro-N-methyl-6-(trifluoromethyl)nicotinamido)-8,9-difluoro-6-oxo-1,4,5,6-tetrahydrobenzo[c][1,7]naphthyridine-3(2H)-carboxylate